[6-[3-(3,3-difluorocyclobutyl)-1H-1,2,4-triazol-5-yl]-2-azaspiro[3.3]heptan-2-yl]-[6-[[5-(difluoromethyl)-1H-pyrazol-3-yl]methyl]-2-azaspiro[3.3]heptan-2-yl]methanone FC1(CC(C1)C1=NNC(=N1)C1CC2(CN(C2)C(=O)N2CC3(C2)CC(C3)CC3=NNC(=C3)C(F)F)C1)F